3-((4,4-bis(octyloxy)butanoyl)oxy)-2-((((1-cyclobutylazetidin-3-yl)carbamoyl)-oxy)methyl)propyl (9Z,12Z)-octadeca-9,12-dienoate C(CCCCCCC\C=C/C\C=C/CCCCC)(=O)OCC(COC(CCC(OCCCCCCCC)OCCCCCCCC)=O)COC(NC1CN(C1)C1CCC1)=O